N-(5-((6-((R)-3-(4-chlorophenyl)isoxazolidine-2-yl)pyrimidine-4-yl)amino)-4-methoxy-2-((S)-3-morpholinopyrrolidine-1-yl)phenyl)acrylamide ClC1=CC=C(C=C1)[C@@H]1N(OCC1)C1=CC(=NC=N1)NC=1C(=CC(=C(C1)NC(C=C)=O)N1C[C@H](CC1)N1CCOCC1)OC